7-amino-6-(8-chloronaphthalen-1-yl)pyrazolo[1,5-a]pyrimidine-3-carbonitrile NC1=C(C=NC=2N1N=CC2C#N)C2=CC=CC1=CC=CC(=C21)Cl